tert-Butyl (7-methylpyrrolo[1,2-c]pyrimidin-3-yl)carbamate CC1=CC=C2N1C=NC(=C2)NC(OC(C)(C)C)=O